CN1CC2=C(C(CC1)(C)C)C=CC(=C2)C2=CC=C(C=C2)C(F)(F)F 2,5,5-trimethyl-8-(4-(trifluoromethyl)phenyl)-2,3,4,5-tetrahydro-1H-benzo[c]azepine